1-(4-acetoxyphenyl)butan-2-one Methyl-2-morpholino-6-nitrobenzo[d]oxazole-5-carboxylate COC(=O)C=1C(=CC2=C(N=C(O2)N2CCOCC2)C1)[N+](=O)[O-].C(C)(=O)OC1=CC=C(C=C1)CC(CC)=O